3-(3-(4-(hydroxymethyl)-2-methylphenoxy)azetidin-1-yl)-2-(1H-pyrrol-1-yl)benzoic acid OCC1=CC(=C(OC2CN(C2)C=2C(=C(C(=O)O)C=CC2)N2C=CC=C2)C=C1)C